ClC1=CC=C(C=C1)CC1=NN(C=N1)C1=C(C=C(C=C1)Cl)Cl (4-chlorophenyl)methyl-N-(2,4-dichlorophenyl)-1H-1,2,4-triazole